(6-(4,4-difluoropiperidin-1-yl)-5-(methylsulfonyl)pyridin-2-yl)-4-iodo-2-(6-azaspiro[2.5]oct-6-yl)benzamide propenyl-carbamate C(=CC)NC(O)=O.FC1(CCN(CC1)C1=C(C=CC(=N1)C=1C(=C(C(=O)N)C=CC1I)N1CCC2(CC2)CC1)S(=O)(=O)C)F